[Na].S1C(=NC2=C1C=CC=C2)SC(CC)S(=O)(=O)O (2-benzothiazolylthio)-1-propanesulfonic acid sodium